(4-(2-(2,6-dimethylpyridin-4-yl)-3-isopropyl-1H-indol-5-yl)piperidin-1-yl)(1-isopropylpiperidin-4-yl)methanone CC1=NC(=CC(=C1)C=1NC2=CC=C(C=C2C1C(C)C)C1CCN(CC1)C(=O)C1CCN(CC1)C(C)C)C